8-((3R,4S)-3-Ethyl-4-(3-isopropylphenoxy)piperidin-1-yl)-5-methyl-6-oxo-5,6-dihydro-1,5-naphthyridin-2-carbonitril C(C)[C@@H]1CN(CC[C@@H]1OC1=CC(=CC=C1)C(C)C)C1=CC(N(C=2C=CC(=NC12)C#N)C)=O